C(C)(C)(C)OC(=O)N1CC(N(CC1)CC1=C(C=C(C=C1)Br)F)=O 4-(4-bromo-2-fluorobenzyl)-3-oxopiperazine-1-carboxylic acid tert-butyl ester